ClC=1C=C2C(=C(N(C2=CC1)CC1CCOCC1)/C=N/O)C(=O)OC methyl (E)-5-chloro-2-((hydroxyimino)methyl)-1-((tetrahydro-2H-pyran-4-yl)methyl)-1H-indole-3-carboxylate